O1C(OCCC1)CC[C@H](C=1C(=NC=C(C1)F)OC)N[S@](=O)C(C)(C)C (R)-N-((R)-3-(1,3-dioxane-2-yl)-1-(5-fluoro-2-methoxypyridin-3-yl)propyl)-2-methylpropane-2-sulfinamide